tert-Butyl (3S)-3-[(tert-butoxycarbonyl) (1-fluorocyclopropane-1-sulfonyl)amino]pyrrolidine-1-carboxylate C(C)(C)(C)OC(=O)N([C@@H]1CN(CC1)C(=O)OC(C)(C)C)S(=O)(=O)C1(CC1)F